4-[5-(trifluoromethyl)pyridin-2-yl]-1H-pyrazol FC(C=1C=CC(=NC1)C=1C=NNC1)(F)F